2-carbamyloxyethyl methacrylate C(C(=C)C)(=O)OCCOC(N)=O